((3r,5s)-5-hydroxytetrahydro-2H-pyran-3-yl)carbamic acid benzyl ester C(C1=CC=CC=C1)OC(N[C@H]1COC[C@H](C1)O)=O